OC(CCCCCCCCCCCCC(=O)O)CCCC 14-Hydroxy-octadecanoic acid